6-Chloro-4-((5-cyclobutyl-1-methyl-4-oxo-4,5-dihydro-1H-pyrrolo[3,2-c]pyridin-3-yl)amino)-N-(methyl-d3)nicotinamide ClC1=NC=C(C(=O)NC([2H])([2H])[2H])C(=C1)NC1=CN(C2=C1C(N(C=C2)C2CCC2)=O)C